C(#N)[C@@H](C[C@H]1C(NCCC1)=O)NC(=O)[C@@H]1N([C@@H]2CC([C@H]1CC2)(F)F)C([C@H](CC(C)C)NC(C(F)(F)F)=O)=O (1S,3R,4S)-N-[(1R)-1-cyano-2-[(3S)-2-oxo-3-piperidyl]ethyl]-5,5-difluoro-2-[(2S)-4-methyl-2-[(2,2,2-trifluoroacetyl)amino]pentanoyl]-2-azabicyclo[2.2.2]octane-3-carboxamide